7-phenyl-3,7-dihydro-pyrrolo[2,3-d]Pyrimidin-4-one C1(=CC=CC=C1)N1C=CC2=C1N=CNC2=O